4-chloro-6-iodo-7-((2-(trimethylsilyl)ethoxy)methyl)-7H-pyrrolo[2,3-d]pyrimidine ClC=1C2=C(N=CN1)N(C(=C2)I)COCC[Si](C)(C)C